ClC1=C(C[N+](=O)[O-])C=CC=C1 ortho-chloronitrotoluene